3-[6-(3-acetylphenyl)pyridine-3-ylazo]-4-aminonaphthalene-1-sulfonic acid C(C)(=O)C=1C=C(C=CC1)C1=CC=C(C=N1)N=NC=1C=C(C2=CC=CC=C2C1N)S(=O)(=O)O